C(=O)(O)CCP(CCC(=O)O)CCC(=O)O tris-(2-carboxyethyl)phosphorus